NC=1C=CC(=NC1)Cl 5-amino-2-chloropyridine